5-((4-(2-(2-naphthoxy)acetyl)piperazin-1-yl)sulfonyl)indoline-2,3-dione C1=C(C=CC2=CC=CC=C12)OCC(=O)N1CCN(CC1)S(=O)(=O)C=1C=C2C(C(NC2=CC1)=O)=O